Tert-Butyl N-[1-[4-[4-amino-3-(difluoromethyl)pyrazol-1-yl]phenyl]cyclopropyl]carbamate NC=1C(=NN(C1)C1=CC=C(C=C1)C1(CC1)NC(OC(C)(C)C)=O)C(F)F